C(C)[C@]1(C(OCC=2C(N3CC=4C(=NC=5C=C(C(=C6C5C4[C@H](CC6)[C@H](C=C)NC(C)=O)C)F)C3=CC21)=O)=O)O N-((S)-1-((1S,9S)-9-Ethyl-5-fluoro-9-hydroxy-4-methyl-10,13-dioxo-2,3,9,10,13,15-hexahydro-1H,12H-benzo[de]pyrano[3',4':6,7]indolizino[1,2-b]quinolin-1-yl)allyl)acetamide